tert-butyl 4-[(7-hydroxy-1,8-naphthyridin-3-yl)amino]piperidine-1-carboxylate OC1=CC=C2C=C(C=NC2=N1)NC1CCN(CC1)C(=O)OC(C)(C)C